[Cl-].C[NH+](C1=C(C=C(C=C1C)C)C)C N,N-dimethyl-(2,4,6-trimethylanilinium) chloride